C1(CCCC1)CN1CC(N(CC1)CC1=C2C=CNC2=C(C=C1OC)C)C1=CC=C(C(=O)O)C=C1 4-(4-(cyclopentylmethyl)-1-((5-methoxy-7-methyl-1H-indol-4-yl)methyl)piperazin-2-yl)benzoic acid